(E)-3-(3-(2,6-dimethylphenyl)-8-fluoro-2-methyl-4-oxo-3,4-dihydroquinazolin-6-yl)-N-hydroxyacrylamide CC1=C(C(=CC=C1)C)N1C(=NC2=C(C=C(C=C2C1=O)/C=C/C(=O)NO)F)C